methyl-Z-alaninate CN[C@@H](C)C(=O)[O-]